trans-2-(2-(2-bromo-6-chloropyridin-4-yl)-4-(4-methoxybenzyl)morpholin-3-yl)acetonitrile BrC1=NC(=CC(=C1)[C@H]1[C@@H](N(CCO1)CC1=CC=C(C=C1)OC)CC#N)Cl